[O-]CC.C(CCC)[Mg+] n-butyl-magnesium ethoxide